1-(2-(cyclohex-1-en-1-yl)ethyl)-2-(((4-methoxy-3,5-dimethylpyridin-2-yl)methyl)thio)-1H-benzo[d]imidazole-5-carboxylic acid methyl ester COC(=O)C1=CC2=C(N(C(=N2)SCC2=NC=C(C(=C2C)OC)C)CCC2=CCCCC2)C=C1